ClC=1C=C(NC2(CCC3(C(CC4=CC=CC=C34)C(N(CCC3=CC=CC=C3)C)=O)CC2)C(=O)O)C=CC1 (1r,4r)-4-(3-Chloroanilino)-2'-[methyl-(2-phenylethyl)carbamoyl]-2',3'-dihydrospiro[cyclohexane-1,1'-indene]-4-carboxylic acid